ClC1=CC=C(CN2C=C(C=C2)C2=NC(=NC(=C2)C(F)(F)F)S(=O)C)C=C1 4-(1-(4-chlorobenzyl)-1H-pyrrol-3-yl)-2-(methylsulfinyl)-6-(trifluoromethyl)pyrimidine